ClC1=CC=C(C(=N1)F)C=1N(C=C(N1)C(F)(F)F)C 6-chloro-2-fluoro-3-(1-methyl-4-(trifluoromethyl)-1H-imidazol-2-yl)pyridine